(S)-2-(1-isopropyl-3,4-dimethyl-7-oxo-1,7-dihydro-6H-pyrazolo[3,4-d]pyridazin-6-yl)-N-(1-(5-(trifluoromethyl)pyridin-2-yl)ethyl)acetamide C(C)(C)N1N=C(C2=C1C(N(N=C2C)CC(=O)N[C@@H](C)C2=NC=C(C=C2)C(F)(F)F)=O)C